C(CCCCCCC\C=C/CCCCCCCC)(=O)O (Z)-oleic acid